ClC=1C=C(C=CC1CN1C(=NC=C1)C(C)C)C1=C(C=CC(=C1)CC(C)C)S(=O)(=O)NC1=NC=CC=N1 2-[3-chloro-4-[(2-isopropyl-Imidazol-1-yl)methyl]phenyl]-4-isobutyl-N-pyrimidin-2-yl-benzenesulfonamide